3-(4-(12-Aminododecyl)-3-methyl-2-oxo-2,3-dihydro-1H-benzo[d]imidazol-1-yl)piperidine-2,6-dione hydrochloride Cl.NCCCCCCCCCCCCC1=CC=CC=2N(C(N(C21)C)=O)C2C(NC(CC2)=O)=O